5-(2,6-diphenylpyrimidin-4-yl)-2,3,4-tris(3-methyl-9H-carbazol-9-yl)benzonitrile C1(=CC=CC=C1)C1=NC(=CC(=N1)C=1C(=C(C(=C(C#N)C1)N1C2=CC=CC=C2C=2C=C(C=CC12)C)N1C2=CC=CC=C2C=2C=C(C=CC12)C)N1C2=CC=CC=C2C=2C=C(C=CC12)C)C1=CC=CC=C1